C(C)N1CCN(CC1)C1=CC=CC=2N(C=NC21)C(=O)NCCCC2=CC=CC=C2 4-(4-Ethylpiperazin-1-yl)-N-(3-phenylpropyl)-1H-benzo[d]imidazole-1-carboxamide